4-[1-[4-(Trifluoromethyl)phenyl]ethyl]piperazine FC(C1=CC=C(C=C1)C(C)N1CCNCC1)(F)F